CC(=O)SC1CCS(C1)(=O)=O 4-methylcarbonylthiotetrahydrothiophene-1,1-dioxide